S1C=NC(=C1)CNC1=C2N=CNC2=NC=N1 6-((thiazol-4-ylmethyl)amino)-9H-purin